tert-butylperoxyisopropyl carbonate C(OC(C)(C)OOC(C)(C)C)([O-])=O